N-((R)-1-(((R)-3-(4-fluorophenoxy)-1-(4,4,5,5-tetramethyl-1,3,2-dioxaborolan-2-yl)propyl)amino)-3-methoxy-1-oxopropan-2-yl)pyrazine-2-carboxamide FC1=CC=C(OCC[C@@H](B2OC(C(O2)(C)C)(C)C)NC([C@@H](COC)NC(=O)C2=NC=CN=C2)=O)C=C1